S(=O)(=O)([O-])[O-].[Sc+3].S(=O)(=O)([O-])[O-].S(=O)(=O)([O-])[O-].[Sc+3] Scandium sulfat